OCC(C(=O)OC1CC2C3OC3C(C1)N2C)C2=CC=CC=C2 9-methyl-3-oxa-9-azatricyclo[3.3.1.02,4]nonan-7-yl 3-hydroxy-2-phenylpropanoate